C(C1=CC=CC=C1)N([C@H]1[C@H](N(CC1)C(=O)OC(C)(C)C)C(N(C)OC)=O)C tert-butyl (2S,3R)-3-(benzyl(methyl)amino)-2-(methoxy(methyl)carbamoyl)pyrrolidine-1-carboxylate